COC1=CC=CC(=C1C1=C(C=CC=C1OC)P(C1CCCCC1)C1CCCCC1)P(C1CCCCC1)C1CCCCC1 (6,6'-dimethoxybiphenyl-2,2'-diyl)bis(dicyclohexylphosphine)